(1s,4s)-4-((2-((2-(1-(Cyclopropylsulfonyl)-1H-pyrazol-4-yl)pyrimidin-4-yl)amino)-5-((4-(morpholinomethyl)phenyl)ethynyl)pyridin-4-yl)amino)-1-methylcyclohexan-1-ol C1(CC1)S(=O)(=O)N1N=CC(=C1)C1=NC=CC(=N1)NC1=NC=C(C(=C1)NC1CCC(CC1)(O)C)C#CC1=CC=C(C=C1)CN1CCOCC1